1,5-bis[(3-methylphenyl)amino]-9,10-anthraquinone CC=1C=C(C=CC1)NC1=CC=CC=2C(C3=C(C=CC=C3C(C12)=O)NC1=CC(=CC=C1)C)=O